aminolevulinic acid hydrochloride salt Cl.NC(C(=O)O)CC(=O)C